tert-butyl 6-(((benzyloxy) carbonyl) amino)-3-(4-(trifluoromethyl) benzyl)-6,7-dihydropyrazolo[1,5-a]pyrimidine-4(5H)-carboxylate C(C1=CC=CC=C1)OC(=O)NC1CN(C=2N(C1)N=CC2CC2=CC=C(C=C2)C(F)(F)F)C(=O)OC(C)(C)C